Cl.N1=C(C=CC=C1)CN1CCNCC1 (2-pyridyl-methyl)piperazine hydrochloride